3-glycidoxypropyl-tris(trichloroacetoxy)silane C(C1CO1)OCCC[Si](OC(C(Cl)(Cl)Cl)=O)(OC(C(Cl)(Cl)Cl)=O)OC(C(Cl)(Cl)Cl)=O